3-((4-(piperidin-1-yl)phenyl)amino)-4-((pyridin-2-ylmethyl)amino)cyclobut-3-ene-1,2-dione N1(CCCCC1)C1=CC=C(C=C1)NC=1C(C(C1NCC1=NC=CC=C1)=O)=O